O1CCC2=C1C(=CC=C2)C2=NC(=NC=N2)NC=2C=C(C=CC2)CS(=O)(C)=NC(OCC)=O ethyl {[(3-{[4-(2,3-dihydro-1-benzofuran-7-yl)-1,3,5-triazin-2-yl]amino}phenyl)methyl](methyl)oxo-λ6-sulfanylidene}carbamate